(8-ethyl-7-fluoro-3-(methoxymethoxy)naphthalen-1-yl)-N,N-dimethyl-2-(methylsulfonyl)-7,8-dihydro-5H-pyrano[4,3-d]pyrimidin-4-amine C(C)C=1C(=CC=C2C=C(C=C(C12)C1OCCC=2N=C(N=C(C21)N(C)C)S(=O)(=O)C)OCOC)F